3-(1,2-benzothiazol-3-yl)-N-methyl-4-[4-(trifluoromethyl)phenoxy]benzene-1-sulfonamide S1N=C(C2=C1C=CC=C2)C=2C=C(C=CC2OC2=CC=C(C=C2)C(F)(F)F)S(=O)(=O)NC